CC=1C=C(CNC2=CC=C(C=N2)N2C3=C(N=C(C2=O)C2=CC4=CN(N=C4C=C2)C)C=CC(=N3)OCC(F)(F)F)C=CC1C 4-(6-((3,4-dimethylbenzyl)amino)pyridin-3-yl)-2-(2-methyl-2H-indazol-5-yl)-6-(2,2,2-trifluoroethoxy)pyrido[2,3-b]pyrazin-3(4H)-one